Methyl 2-((4-(6-(6-cyano-8-fluoro-3,4-dihydroisoquinolin-2(1H)-yl)pyridin-2-yl)piperidin-1-yl)methyl)-1-((1-ethyl-1H-imidazol-5-yl)methyl)-1H-benzo[d]imidazole-6-carboxylate C(#N)C=1C=C2CCN(CC2=C(C1)F)C1=CC=CC(=N1)C1CCN(CC1)CC1=NC2=C(N1CC1=CN=CN1CC)C=C(C=C2)C(=O)OC